C(=O)C(C(O)(O)C=O)CC diformyl-butanediol